ClC1=C(C=CC=C1)N1C(N=C(C2=C1N=C(S2)C(F)(F)F)O)=O 4-(2-chlorophenyl)-7-hydroxy-2-(trifluoromethyl)thiazolo[4,5-d]pyrimidin-5(4H)-one